(1r,3s)-3-allyl-2,2-difluoro-1-methylcyclopropane-1-carbaldehyde C(C=C)[C@@H]1C([C@]1(C=O)C)(F)F